N1(C=NC=C1)CC1=CC(=C(C=C1)C1=C(SC(=C1)CC(C)C)S(=O)(=O)NC(OCCCC)=O)C#N Butyl ((3-(4-((1H-imidazol-1-yl)methyl)-2-cyanophenyl)-5-isobutylthiophen-2-yl)sulfonyl)carbamate